((2R,6S)-4-(2-aminooxazolo[4,5-c]pyridin-7-yl)-6-(methoxymethyl)morpholin-2-yl)((S)-6,8-dichloro-1-methyl-3,4-dihydroisoquinolin-2(1H)-yl)methanone NC=1OC2=C(C=NC=C2N2C[C@@H](O[C@@H](C2)COC)C(=O)N2[C@H](C3=C(C=C(C=C3CC2)Cl)Cl)C)N1